tert-butyl 4-(3-bromo-6-chloro-2-quinolyl)piperazine-1-carboxylate BrC=1C(=NC2=CC=C(C=C2C1)Cl)N1CCN(CC1)C(=O)OC(C)(C)C